bis(2,5-dioxopyrrolidin-1-yl) (1R,R)-cyclohexane-1,4-dicarboxylate C1(CCC(CC1)C(=O)ON1C(CCC1=O)=O)C(=O)ON1C(CCC1=O)=O